2'-(1H-tetrazol-5-yl)-[1,1'-biphenyl]-4-carbaldehyde N1N=NN=C1C1=C(C=CC=C1)C1=CC=C(C=C1)C=O